FC1=C(C2=C(N=C(NC2=O)C)C=N1)C#N 6-fluoro-2-methyl-4-oxo-3,4-dihydropyrido[3,4-d]pyrimidine-5-carbonitrile